NCC1=CC=C(C=C1)CNC1=CC(=NN1C(=O)C1=C(OC=C1)C)C1C(N(CCC1C(F)(F)F)S(N(C)C)(=O)=O)C(=O)O 3-[5-({[4-(aminomethyl)phenyl]methyl}amino)-1-(2-methylfuran-3-carbonyl)-1H-pyrazol-3-yl]-1-(dimethylsulfamoyl)-4-(trifluoromethyl)piperidine-2-carboxylic acid